6-Nitroisochromane [N+](=O)([O-])C=1C=C2CCOCC2=CC1